1,2-bis(2-((tetrahydro-2H-pyran-2-yl)oxy)ethoxy)cyclohexane O1C(CCCC1)OCCOC1C(CCCC1)OCCOC1OCCCC1